4'-(1,2-ethylenediimino)bis[3-penten-2-one] C(CNCC=CC(C)=O)NCC=CC(C)=O